E-methylpropan-2-enoic acid CC(C(=O)O)=C